1-(4-(3-(4-(Cyclopropanecarbonyl)piperazine-1-carbonyl)-6-methoxyquinolin-4-yl)piperazin-1-yl)ethanone C1(CC1)C(=O)N1CCN(CC1)C(=O)C=1C=NC2=CC=C(C=C2C1N1CCN(CC1)C(C)=O)OC